heptane-1,3-diol C(CC(CCCC)O)O